C(C)(C)(C)OC(=O)N[C@H](C(=O)N[C@H](C(=O)OC)CC1C(NC(C1)(C)C)=O)CC1CC1 methyl (2S)-2-[[(2S)-2-(tert-butoxycarbonylamino)-3-cyclopropyl-propanoyl]amino]-3-(5,5-dimethyl-2-oxo-pyrrolidin-3-yl)propanoate